CC(CC(C)=O)=O.[Co] cobalt (2,4-pentanedione)